1-methoxy-4-{[(3-phenylmethanesulfonyl-prop-1-en-1-yl)disulfanyl]methyl}benzene COC1=CC=C(C=C1)CSSC=CCS(=O)(=O)CC1=CC=CC=C1